4-hydroxy-2,6-dimethyl-6H-[1,4]oxazine ON1C=C(OC(C1)C)C